NC=1C=CC(=NC1)C1=C(C=2N=CN=C(C2N1C1=CC(=C(C=C1)OCC1=CC=CC=C1)F)NCC1=CC=C(C=C1)OC)C 6-(5-aminopyridin-2-yl)-5-(4-(benzyloxy)-3-fluorophenyl)-N-(4-methoxybenzyl)-7-methyl-5H-pyrrolo[3,2-d]pyrimidin-4-amine